O1CC[C@H](C2=CC=CC=C12)NC(=O)[C@@H]1CC[C@H]2N1C([C@H](CN(CC2)S(=O)(=O)C2=CC=C(C=C2)F)NC([C@H](C)N(C(OC(C)(C)C)=O)C)=O)=O tert-butyl ((S)-1-(((5S,8S,10aR)-8-(((R)-chroman-4-yl)carbamoyl)-3-((4-fluorophenyl)sulfonyl)-6-oxodecahydropyrrolo[1,2-a][1,5]diazocin-5-yl)amino)-1-oxopropan-2-yl)(methyl)carbamate